CN1CCN(CC1)CCSC1=NC=CC(=N1)NC1=CC(=C(C=C1)OC1=CC(=CC=C1)C(F)(F)F)Cl 2-(2-(4-methylpiperazino)ethylthio)-4-(3-chloro-4-(3-(trifluoromethyl)phenoxy)phenylamino)pyrimidine